tert-Butyl 4-(3-(methyl(piperidin-4-yl)amino)propyl)piperidine-1-carboxylate CN(CCCC1CCN(CC1)C(=O)OC(C)(C)C)C1CCNCC1